C1(CC1)CC#CC=1C=C(C=C(C1)F)SC1=C(N=NN1)C(=O)O 5-(3-(3-cyclopropylprop-1-ynyl)-5-fluorophenylthio)-1H-1,2,3-triazole-4-carboxylic acid